C(C=CC1=CC=CC=C1)ON=C(/C=C/C1=CC=CC=C1)\C=C\C1=CC=CC=C1 (1E,4E)-1,5-diphenyl-penta-1,4-dien-3-one-O-cinnamyl oxime